N-isopropyl-4-(tert-butylimino)-2-penten-2-amine C(C)(C)NC(C)=CC(C)=NC(C)(C)C